ClC1=NC(=NC(=N1)C=1C=CC=2C3=CC=CC=C3OC2C1)C1=CC=CC=C1 2-chloro-4-{8-oxatricyclo[7.4.0.02,7]trideca-1(13),2(7),3,5,9,11-hexaen-5-yl}-6-phenyl-1,3,5-triazine